FC1=CC=C(C2=C1N=C(S2)N)OC 4-fluoro-7-methoxy-1,3-benzothiazol-2-amine